CC=1N=C2N(N=C(C=C2C)C2=CC3=C(N=C(O3)C3CCNCC3)C(=C2)F)C1 6-(2,8-dimethylimidazo[1,2-b]pyridazin-6-yl)-4-fluoro-2-(4-piperidyl)-1,3-benzoxazole